NOC1OCCCC1 2-(aminooxy)tetrahydro-2H-pyran